(4-{4-[(5-Nitrofuran-2-yl)methyl]piperazin-1-yl}phenyl)(phenyl)methanone [N+](=O)([O-])C1=CC=C(O1)CN1CCN(CC1)C1=CC=C(C=C1)C(=O)C1=CC=CC=C1